FC1=C(C2=C(C=C(C=C2C=C1)OCOC)C1=C(C=2N=C(N=C(C2C(=N1)OC)N1CCCCC1)SC)F)C#C[Si](C(C)C)(C(C)C)C(C)C 2-[2-fluoro-8-[8-fluoro-5-methoxy-2-methylsulfanyl-4-(1-piperidyl)pyrido[4,3-d]pyrimidin-7-yl]-6-(methoxymethoxy)-1-naphthyl]ethynyl-triisopropyl-silane